5-(pyrazolo[1,5-a]pyridin-5-yl)-N-(pyridin-4-yl)-7H-pyrrolo[2,3-d]pyrimidin-2-amine N1=CC=C2N1C=CC(=C2)C2=CNC=1N=C(N=CC12)NC1=CC=NC=C1